C(C)(C)(C)OC(=O)C1CN(C1)CC1=CC=C(C=C1)C1=CN=C([Se]1)C1=CC(=C(C=C1)OC(C)C)C#N 1-(4-(2-(3-cyano-4-isopropoxyphenyl)-1,3-selenazol-5-yl)benzyl)azetidine-3-carboxylic acid tert-butyl ester